(2-(hydroxymethyl)benzyl)-6-(phenylsulfonyl)phthalazin-1(2H)-one OCC1=C(CN2C(C3=CC=C(C=C3C=N2)S(=O)(=O)C2=CC=CC=C2)=O)C=CC=C1